OC1=CC=C2C3=C(C(OC2=C1)=O)C=C(C=C3)CCCN3CCOCC3 3-hydroxy-8-(3-morpholinopropyl)-6H-benzo[c]chromen-6-one